C1(CCCCCCCCCCC1)OC(C1=C(C=C(C=C1)O)O)=O 2,4-dihydroxybenzoic acid cyclododecyl ester